iron (III) iodide [Fe](I)(I)I